(3R,6S)-naphthalen-1-ylmethyl 3-butyl-6-(4-hydroxybenzyl)-8-isopropyl-4,7-dioxohexahydropyrazino[2,1-c][1,2,4]oxadiazine-1(6H)-carboxylate C(CCC)[C@@H]1C(N2C(N(O1)C(=O)OCC1=CC=CC3=CC=CC=C13)CN(C([C@@H]2CC2=CC=C(C=C2)O)=O)C(C)C)=O